ClC1=C(C=CC=C1)C1=C(SC=2N1C(C=CN2)=O)C2=NC(=NC=C2)NC2=CC(=CC=C2)N2CCN(CC2)CCO 3-(2-Chloro-phenyl)-2-(2-{3-[4-(2-hydroxy-ethyl)-piperazin-1-yl]-phenylamino}-pyrimidin-4-yl)-thiazolo[3,2-a]pyrimidin-5-one